ClC1=CC=C(C=C1)[C@H](N1CCN(CC1)C(=O)N1C[C@@H]2[C@@H](OCC(N2)=O)CC1)C1=CC=CC=C1 |&1:7| rac-cis-6-(4-((4-Chlorophenyl)(phenyl)methyl)piperazin-1-carbonyl)hexahydro-2H-pyrido[4,3-b][1,4]oxazin-3(4H)-on